13-heptyl-5-((5Z,8Z,11Z,14Z,17Z)-icosa-5,8,11,14,17-pentaen-1-yl)-15,15,17,17-tetramethyl-12,14,16,18-tetraoxa-5-aza-15,17-disilahexacosan-1-ol C(CCCCCC)C(OCCCCCCN(CCCCO)CCCC\C=C/C\C=C/C\C=C/C\C=C/C\C=C/CC)O[Si](O[Si](OCCCCCCCC)(C)C)(C)C